ClC=1C=CC(=C(CN2C[C@@H](CC2)CN(C)C)C1)OCC (S)-1-(1-(5-chloro-2-ethoxybenzyl)pyrrolidin-3-yl)-N,N-dimethylmethanamine